O1CCCC2=C1C=C(C=C2)[C@@H](C)N[C@H](C(=O)O)CCC(C)(C)C (2S)-2-{[(1R)-1-(3,4-dihydro-2H-1-benzopyran-7-yl)ethyl]amino}-5,5-dimethylhexanoic acid